CN(C)CCCNC(=O)C1=CC=CC2=C(C3=CC=CC=C3N=C21)N 9-amino-n-[3-(dimethylamino)propyl]acridine-4-carboxamide